(2S,5R)-6-(phenylmethyloxy)-7-oxo-1,6-diazabicyclo[3.2.1]octane-2-carbonitrile C1(=CC=CC=C1)CON1[C@@H]2CC[C@H](N(C1=O)C2)C#N